3-carbamoylphenylboronic acid pinacol ester C(N)(=O)C=1C=C(C=CC1)B1OC(C)(C)C(C)(C)O1